ethyl 1-[(6-{6,6-difluoro-3-azabicyclo[3.1.0]hex-3-yl}-2-methylpyridin-3-yl) methyl]-1H-pyrazole-4-carboxylate FC1(C2CN(CC12)C1=CC=C(C(=N1)C)CN1N=CC(=C1)C(=O)OCC)F